C(C1=CC=CC=C1)OC1=C(C=C2C3=C(C=C(C(=C3)C)OCC3=CC=CC=C3)C3(CCC3)OC2=C1)C1CC1 3,8-Bis(benzyloxy)-2-cyclopropyl-9-methyl-spiro[benzo[c]chromene-6,1'-cyclobutane]